The molecule is a 3alpha-hydroxy steroid that is castasterone which is lacking the oxo substituent at position 6. It is a 2alpha-hydroxy steroid, a 3alpha-hydroxy steroid, a 22-hydroxy steroid, a 23-hydroxy steroid and a brassinosteroid. It derives from a castasterone. It derives from a hydride of a 5alpha-campestane. C[C@@H]([C@H]1CC[C@@H]2[C@@]1(CC[C@H]3[C@H]2CC[C@@H]4[C@@]3(C[C@H]([C@H](C4)O)O)C)C)[C@H]([C@@H]([C@@H](C)C(C)C)O)O